OC(C(=O)C=1C=C2C(CC(C2=CC1)(C)C1=CC=C(C=C1)C(C(C)(C)O)=O)(C)C)(C)C 2-hydroxy-1-{1-[4-(2-hydroxy-2-methyl-propionyl)-phenyl]-1,3,3-trimethyl-indan-5-yl}-2-methylpropan-1-one